FC1=C(C=CC=C1)C=1C=C2C[C@H](CC2=CC1)C(=O)N1CCC2=CC=C(C=C12)S(=O)(=O)N (S)-1-(5-(2-fluorophenyl)-2,3-dihydro-1H-indene-2-carbonyl)indoline-6-sulfonamide